Cl.FC(OC=1C=C(C=CC1)C1=NOC(=N1)C1CC12C(CNCC2)F)F 1-{3-[3-(difluoromethoxy)phenyl]-1,2,4-oxadiazol-5-yl}-4-fluoro-6-azaspiro[2.5]octane hydrochloride